8-((3-Formylaminopropyl)(8-(heptadec-9-yloxy)-8-oxooctyl)amino)octanoic acid 3-butylheptyl ester C(CCC)C(CCOC(CCCCCCCN(CCCCCCCC(=O)OC(CCCCCCCC)CCCCCCCC)CCCNC=O)=O)CCCC